N-trimethylsilyl-1,3-dicyclohexyl-imidazolidinimine C[Si](N=C1N(CCN1C1CCCCC1)C1CCCCC1)(C)C